4-cyclopropyl-9-isopentyl-1-oxa-4,9-diazaspiro[5.5]undecan-3-one C1(CC1)N1C(COC2(C1)CCN(CC2)CCC(C)C)=O